(2-chloro-7-(8-ethyl-7-fluoro-3-(methoxymethoxy)naphthalen-1-yl)-8-fluoroquinazolin-4-yl)-2-thia-1,3,7-triazaspiro[4.5]decane 2,2-dioxide ClC1=NC2=C(C(=CC=C2C(=N1)N1S(NCC12CNCCC2)(=O)=O)C2=CC(=CC1=CC=C(C(=C21)CC)F)OCOC)F